C(C)(C)(C)OC(N([C@@H]1C[C@H](C1)OC=1C=2N(C=C(N1)C=1C=NN(C1)C)N=CC2C)C)=O.N2(N=CN=C2)C2=CC=C(C=C2)C(=O)C2=CC=C(C=C2)N2N=CN=C2 bis(4-(1H-1,2,4-triazole-1-yl)phenyl)methanone tert-butyl-methyl((trans)-3-((3-methyl-6-(1-methyl-1H-pyrazol-4-yl)pyrazolo[1,5-a]pyrazin-4-yl)oxy)cyclobutyl)carbamate